C(C)(C)(C)OC1=NC=C(C(=N1)OC(C)(C)C)C1=NC=2N(C(=C1)[C@@H]1[C@H](C1)C1=CC(=C3C=NN(C3=C1)CC(F)(F)F)F)N=CC2 5-(2,4-di-tert-butoxypyrimidin-5-yl)-7-((1S,2S)-2-(4-fluoro-1-(2,2,2-trifluoroethyl)-1H-indazol-6-yl)cyclopropyl)pyrazolo[1,5-a]pyrimidine